ethyl 5-(N-(2-(4-(3-bromothiophene-2-carboxamido) piperidin-1-yl) phenyl)-N-phenethylsulfamoyl)-3-methylbenzofuran-2-carboxylate BrC1=C(SC=C1)C(=O)NC1CCN(CC1)C1=C(C=CC=C1)N(S(=O)(=O)C=1C=CC2=C(C(=C(O2)C(=O)OCC)C)C1)CCC1=CC=CC=C1